N-hydroxy-N-(3,4-dimethyl-5-oxo-1-phenyl-4,5-dihydro-1H-pyrazol-4-yl)-acetamide ON(C(C)=O)C1(C(=NN(C1=O)C1=CC=CC=C1)C)C